(E)-acetoxynitrogen C(C)(=O)O[N]